2,2,2-Trifluoro-1-(7-[[2-fluoro-4-(pyrazol-1-yl)phenyl]amino]-1,6-naphthyridin-2-yl)-1-(1-methylpiperidin-4-yl)ethanol FC(C(O)(C1CCN(CC1)C)C1=NC2=CC(=NC=C2C=C1)NC1=C(C=C(C=C1)N1N=CC=C1)F)(F)F